iridium (III) bis[(dimethylphenyl)quinoline] CC=1C(=C(C=CC1)C1=NC2=CC=CC=C2C=C1)C.CC=1C(=C(C=CC1)C1=NC2=CC=CC=C2C=C1)C.[Ir+3]